6-(3-iodobenzyl)-adenosine IC=1C=C(CC2(C3=NCN([C@H]4[C@H](O)[C@H](O)[C@@H](CO)O4)C3=NC=N2)N)C=CC1